tristearyl thiophosphate P(=S)(OCCCCCCCCCCCCCCCCCC)(OCCCCCCCCCCCCCCCCCC)OCCCCCCCCCCCCCCCCCC